C(C)(=O)N[C@@H]1CN(CC1)C=1C(=CC(=C(C(=O)OC)C1)N)Br methyl (S)-5-(3-acetamidopyrrolidin-1-yl)-2-amino-4-bromobenzoate